COC1=NC=C(C=2N1N=C(N2)NS(=O)(=O)C2=C(C=CC=C2C(F)(F)F)OCCOCCOCCOC=2C=C1C(N(C(C1=CC2)=O)C2C(NC(CC2)=O)=O)=O)OC N-(5,8-dimethoxy-[1,2,4]triazolo[1,5-c]pyrimidin-2-yl)-2-(2-(2-(2-((2-(2,6-dioxopiperidin-3-yl)-1,3-dioxoisoindolin-5-yl)oxy)ethoxy)ethoxy)ethoxy)-6-(trifluoromethyl)benzenesulfonamide